C(#N)C1=CC=C(C=C1)S(=NC(C1=CC=C(C=C1)C1=NOC(=N1)C(F)(F)F)=O)(=O)C N-((4-cyanophenyl)(methyl)(oxo)-λ6-sulfaneylidene)-4-(5-(trifluoromethyl)-1,2,4-oxadiazol-3-yl)benzamide